2-hydroxy-1-(4-(2-hydroxy-2-methylpropanoyl)benzyl)-2-methyl-1-propanone OC(C(=O)CC1=CC=C(C=C1)C(C(C)(C)O)=O)(C)C